C(C)C1=NC(=CC=C1N1C[C@@H](CC(C1)(F)F)CC(=O)OC)C=1N=NN(C1C=O)C methyl (R)-2-(1-(2-ethyl-6-(5-formyl-1-methyl-1H-1,2,3-triazol-4-yl)pyridin-3-yl)-5,5-difluoropiperidin-3-yl)acetate